(Z)-(5-(5-((1H-indol-3-yl)methylene)-4-oxo-2-thioxothiazolidin-3-yl)pentyl)phosphonic acid N1C=C(C2=CC=CC=C12)\C=C/1\C(N(C(S1)=S)CCCCCP(O)(O)=O)=O